6''-bromo-2'',3''-dihydrodispiro[imidazolidine-4,1'-cyclohexane-4',7''-indeno[5,6-b]furan]-2,5-dione BrC1=CC2=CC3=C(OCC3)C=C2C12CCC1(CC2)NC(NC1=O)=O